C(=O)(O)CC(C(=O)O)CCNC(=N)N carboxymethyl-4-guanidinobutyric acid